ClC=1C(=CC(=NC1)OC)C1=CC(=NN1)C(=O)N1CCC(CC1)C(=O)NCC=1C=NC=C(C1)Cl (5-(5-chloro-2-methoxypyridin-4-yl)-1H-pyrazole-3-carbonyl)-N-((5-chloropyridin-3-yl)methyl)piperidine-4-carboxamide